C(\C=C\C=CCCCC)=O trans-2,4-Nonadienal